(R)-N-(5-(3-aminopyrrolidin-1-yl)-2-morpholinyloxazolo[4,5-b]pyridin-6-yl)-2-(2-methylpyridin-4-yl)oxazole-4-carboxamide N[C@H]1CN(CC1)C1=C(C=C2C(=N1)N=C(O2)N2CCOCC2)NC(=O)C=2N=C(OC2)C2=CC(=NC=C2)C